((S)-8-chloro-1-methyl-6-(trifluoromethyl)-3,4-dihydroisoquinolin-2(1H)-yl)((R)-morpholin-2-yl)methanone trifluoroacetic acid salt FC(C(=O)O)(F)F.ClC=1C=C(C=C2CCN([C@H](C12)C)C(=O)[C@H]1CNCCO1)C(F)(F)F